2-(4-{[(3R)-1-methylpiperidin-3-yl]amino}-5,6,7,8-tetrahydrophthalazin-1-yl)-5-(trifluoromethyl)phenol CN1C[C@@H](CCC1)NC1=NN=C(C=2CCCCC12)C1=C(C=C(C=C1)C(F)(F)F)O